C[C@H]1[C@@H]([C@]2(C)[C@@H](C1)[C@@H]1CCC3=CC(CC[C@]3(C)C1=CC2)=O)C(CCCN2CCN(CC2)C2=NC(=NC(=C2)N2CCCC2)N2CCCC2)=C=O 16α-methyl-17β-(1-carbonyl-4-[4-[2,6-bis(1-pyrrolidinyl)-4-pyrimidinyl]-1-piperazinyl]butyl)-androsta-4,9(11)-dien-3-one